Methyl 3-(3-(4-nitrophenoxy)azetidin-1-yl)-2-(1H-pyrrol-1-yl)benzoate [N+](=O)([O-])C1=CC=C(OC2CN(C2)C=2C(=C(C(=O)OC)C=CC2)N2C=CC=C2)C=C1